1-[[5-[5-(trifluoromethyl)-1,2,4-oxadiazol-3-yl]-2-thienyl]methyl]pyrazole-4-carbonitrile FC(C1=NC(=NO1)C1=CC=C(S1)CN1N=CC(=C1)C#N)(F)F